COC=1C=C(C=C(C1OC)[N+](=O)[O-])C(=O)C1=CC(=CC(=C1)OC)F (3,4-dimethoxy-5-nitrophenyl)(3-fluoro-5-methoxyphenyl)methanone